Methyl 3-(3-(4-(4-fluorophenoxy)phenoxy) azetidin-1-yl)-2-(1H-pyrrol-1-yl)benzoate FC1=CC=C(OC2=CC=C(OC3CN(C3)C=3C(=C(C(=O)OC)C=CC3)N3C=CC=C3)C=C2)C=C1